C(C)(C)(C)OC(=O)N1CCC(CC1)N1C=CC2=C(C=CC=C12)N.COC(CCNC1=C2C=CN(C2=CC=C1)C1CCN(CC1)C(=O)OC(C)(C)C)=O tert-Butyl 4-{4-[(3-methoxy-3-oxopropyl)amino]-1H-indol-1-yl}piperidine-1-carboxylate tert-Butyl-4-(4-amino-1H-indol-1-yl)piperidine-1-carboxylate